C12CN(CC(CC1)C2)C=2C1=C(N=C(N2)OC[C@]23CCCN3C[C@@H](C2)F)C(=C(N=C1)C1=CC(=CC2=CC=C(C(=C12)CC)F)O)F 4-(4-(3-Azabicyclo[3.2.1]octan-3-yl)-8-fluoro-2-(((2R,7aS)-2-fluorotetrahydro-1H-pyrrolizin-7a(5H)-yl)methoxy)pyrido[4,3-d]pyrimidin-7-yl)-5-ethyl-6-fluoronaphthalen-2-ol